(R)-N-cyano-N-((1,2,3,5,6,7-hexahydro-s-indacen-4-yl)carbamoyl)-6,7-dihydro-5H-pyrazolo[5,1-b][1,3]oxazine-3-sulfonimidamide C(#N)N([S@](=O)(=N)C=1C=NN2C1OCCC2)C(NC2=C1CCCC1=CC=1CCCC21)=O